3-fluoro-2-formyl-4-methyl-N,N-di(propan-2-yl)-5-[4-(1H-pyrazol-1-yl)benzyl]benzamide FC=1C(=C(C(=O)N(C(C)C)C(C)C)C=C(C1C)CC1=CC=C(C=C1)N1N=CC=C1)C=O